C(C1=CC=CC=C1)(=O)\C(\CNS(=O)(=O)C1=CC=C(C)C=C1)=C\C1=CC(=CC=C1)Br (E)-N-(2-benzoyl-3-m-bromophenyl-allyl)-4-toluenesulfonamide